2-(3-acetyl-5-(pyridazin-4-yl)-1H-indol-1-yl)acetic acid C(C)(=O)C1=CN(C2=CC=C(C=C12)C1=CN=NC=C1)CC(=O)O